methyl (8S)-6-(5-fluoro-1,3-benzothiazol-7-yl)-2-[1-(trifluoromethyl)cyclopropanecarbonyl]-2,6-diazaspiro[3.4]octane-8-carboxylate FC=1C=C(C2=C(N=CS2)C1)N1CC2(CN(C2)C(=O)C2(CC2)C(F)(F)F)[C@@H](C1)C(=O)OC